C(CCCCCCCCCCC\C=C/CCCCCCCC)OCCCCCCCCCCCC\C=C/CCCCCCCC Dierucyl ether